BrC1=NC=C(N=C1)NN 2-bromo-5-hydrazineylpyrazine